CN1C(N(CCCC1)CCCNC1=NC(=NC=C1C(F)(F)F)NC=1C(=NN(C1)C1CN(CC1)C)C)=O 1-methyl-3-(3-((2-((3-methyl-1-(1-methylpyrrolidin-3-yl)-1H-pyrazol-4-yl)amino)-5-(trifluoromethyl)pyrimidin-4-yl)amino)propyl)-1,3-diazepan-2-one